N1=CC=CC=C1C(=O)N pyridine-6-carboxamide